S1C=CC=2[C@H](OCC3(C21)CC3)CNC (S)-1-(4'H,6'H-spiro[cyclopropane-1,7'-thieno[3,2-c]pyran]-4'-yl)-N-methylmethanamine